N1=CC=C(C=C1)C1=NN2C(=NC=3C=CC=CC3C2=N1)N[C@H]1C(NCCCC1)=O (3R)-3-{[2-(pyridin-4-yl)[1,2,4]triazolo[1,5-c]quinazolin-5-yl]amino}azepan-2-one